diisopropyl 1,3-dithiolan-2-ylidenemalonate S1C(SCC1)=C(C(=O)OC(C)C)C(=O)OC(C)C